N-cyclopropyl-5-(4-(6-(2-(dimethylamino)ethyl)-7-methoxyimidazo[1,2-a]pyridin-3-yl)-1H-pyrazol-1-yl)-2-fluoro-4-methylbenzamide C1(CC1)NC(C1=C(C=C(C(=C1)N1N=CC(=C1)C1=CN=C2N1C=C(C(=C2)OC)CCN(C)C)C)F)=O